3-(6-(1H-Indol-4-yl)pyridin-2-yl)imidazo[1,2-a]pyrazine-6-carboxamide N1C=CC2=C(C=CC=C12)C1=CC=CC(=N1)C1=CN=C2N1C=C(N=C2)C(=O)N